N-(2-hydroxyethyl)formamide C(CO)NC=O